ClC1=C(C=CC=C1)C1=C(C(=O)N)C=CC(=C1)NC1=NC(=NC=C1F)NC1=CC=C(C=C1)C(NC1CCN(CC1)CCN1CCN(CC1)C1=CC=C(C=C1)NC1C(NC(CC1)=O)=O)=O (2-chlorophenyl)-4-((2-((4-((1-(2-(4-(4-((2,6-dioxopiperidin-3-yl)amino)phenyl)piperazin-1-yl)ethyl)piperidin-4-yl)carbamoyl)phenyl)amino)-5-fluoropyrimidin-4-yl)amino)benzamide